1,1,2-trifluoro-2-chloroethyl difluoromethyl ether FC(F)OC(C(Cl)F)(F)F